C[C@H]1[C@@H](C[C@H]([C@@H](O1)OCCCCCCCCCCCCCCCC/C=C/C(=O)SCCNC(=O)CCNC(=O)[C@@H](C(C)(C)COP(=O)(O)OP(=O)(O)OC[C@@H]2[C@H]([C@H]([C@@H](O2)N3C=NC4=C(N=CN=C43)N)O)OP(=O)(O)O)O)O)O The molecule is an acyl-CoA that results from the formal condensation of the thiol group of coenzyme A with the carboxy group of oscr#33. It derives from an oscr#33. It is a conjugate acid of an oscr#33-CoA(4-).